[Cl-].[Cl-].FC(C=1C=C(C=CC1)C(=[Zr+2](C1=CC(=CC=2C3=CC(=CC=C3CC12)C(C)(C)C)C(C)(C)C)C1C=CC=C1)C1=CC(=CC=C1)C(F)(F)F)(F)F di(m-trifluoromethyl-phenyl)methylene(cyclopentadienyl)(3,6-ditert-butylfluorenyl)zirconium dichloride